1-{2-[4-(azetidin-1-yl)-1H-1,2,3-triazol-1-yl]acetyl}-N-[(5-cyclopropyl-6-fluoropyridin-2-yl)(phenyl)methyl]-4-fluoropyrrolidine-2-carboxamide N1(CCC1)C=1N=NN(C1)CC(=O)N1C(CC(C1)F)C(=O)NC(C1=CC=CC=C1)C1=NC(=C(C=C1)C1CC1)F